4-{1-hydroxy-2-[(propan-2-yl)amino]ethyl}benzene-1,2-diol, hydrochloride Cl.OC(CNC(C)C)C=1C=C(C(=CC1)O)O